COC=1C(=CC=2N=CN=C(C2N1)OC1=CC(=C(C=C1)NC(=O)C1(CC1)C(=O)NC1=CC=C(C=C1)F)C)OC 1-N'-[4-(6,7-dimethoxypyrido[3,2-d]pyrimidin-4-yl)oxy-2-methylphenyl]-1-N-(4-fluorophenyl)cyclopropane-1,1-dicarboxamide